C1(=CC=CC2=CC=CC=C12)CO 1-Naphthalenyl-methanol